(3S,4S)-8-(9-((2,4,5-trifluorophenyl)ethynyl)-7H-imidazo[1,2-c]pyrazolo[4,3-e]pyrimidin-5-yl)-3-methyl-2-oxa-8-azaspiro[4.5]decan-4-amine FC1=C(C=C(C(=C1)F)F)C#CC1=NNC2=C1C=1N(C(=N2)N2CCC3([C@@H]([C@@H](OC3)C)N)CC2)C=CN1